(2-Aminoethoxy)(2S)-2-amino-3-[4-(2-Aminoethoxy)phenyl]propanoic acid NCCO[C@](C(=O)O)(CC1=CC=C(C=C1)OCCN)N